(3R,7R)-2-(4-chloro-3-(trifluoromethyl)benzoyl)-9-(1-(2-isopropoxypyridin-4-yl)ethyl)-3,7-dimethyl-1,2,3,4,8,9-hexahydropyrido[4',3':3,4]pyrazolo[1,5-a]pyrazin-10(7H)-one ClC1=C(C=C(C(=O)N2CC=3C(=NN4C3C(N(C[C@H]4C)C(C)C4=CC(=NC=C4)OC(C)C)=O)C[C@H]2C)C=C1)C(F)(F)F